[Mg].[Al].[Zn].[Mg] magnesium zinc-aluminum magnesium